C(C)OC(=O)N1CC(C1)N1N=C2C=CC(=CC2=C1COC1=C(C=CC=C1)CC(=O)OCC)C1=C2C=CN=C(C2=CC=C1)N 3-(5-(1-aminoisoquinolin-5-yl)-3-((2-(2-ethoxy-2-oxoethyl)phenoxy)methyl)-2H-indazol-2-yl)azetidine-1-carboxylic acid ethyl ester